FC1=C(C=CC=C1CC1N(CC(C1O)(F)F)C(=O)OC(C)(C)C)C1=CC(=CC=C1)F tert-butyl 2-[(2,3'-difluoro [1,1'-biphenyl]-3-yl) methyl]-4,4-difluoro-3-hydroxypyrrolidine-1-carboxylate